BrC1CC(CC1)OC 1-bromo-3-methoxycyclopentane